C(C)C1=CC=C(C(=O)N2CC=3N(C4=CC=CC=C4C3CC2)CC2=CC=C(C(=O)NO)C=C2)C=C1 4-[2-(4-ethylbenzoyl)-2,3,4,9-tetrahydro-1H-β-carbolin-9-ylmethyl]-N-hydroxybenzoamide